2,5-dihydrofuran-3-carboxylate O1CC(=CC1)C(=O)[O-]